C1(=CC=CC2=CC=CC=C12)N1C(C=2N(CC1C(=O)NC1=C(C=CC=C1C)C)C=C(C(C2O)=O)C(=O)O)=O 2-(naphthalen-1-yl)-3-((2,6-dimethylphenyl)aminocarbonyl)-9-hydroxy-1,8-dioxo-1,3,4,8-tetrahydro-2H-pyrido[1,2-a]pyrazine-7-carboxylic acid